(R)-7-chloro-1-isopropyl-4-(2-methylazetidin-1-yl)-2,6-naphthyridine ClC1=NC=C2C(=CN=C(C2=C1)C(C)C)N1[C@@H](CC1)C